2-[[(2S)-2-[9H-fluoren-9-ylmethoxycarbonyl(methyl)amino]-3-methylbutanoyl]amino]acetic acid C1=CC=CC=2C3=CC=CC=C3C(C12)COC(=O)N([C@H](C(=O)NCC(=O)O)C(C)C)C